(R)-2-(2-((4-(benzyloxy)-1H-indol-3-yl)methyl)pyrrolidin-1-yl)-1-phenyl-2λ2-ethan-1-one C(C1=CC=CC=C1)OC1=C2C(=CNC2=CC=C1)C[C@@H]1N(CCC1)[C]C(=O)C1=CC=CC=C1